COC1=C(SC=C1)CNCCC1(OC2(OCC1)CC1CC1C2)C2=NC=CC=C2 N-((3-methoxythiophen-2-yl)methyl)-2-(4'-(pyridin-2-yl)tetrahydrooxaspiro[bicyclo[3.1.0]hexane-3,2'-pyran]-4'-yl)ethanamine